NC=1N=NC(=C(N1)N)C1=C(C=CC(=C1)OCC(F)(F)F)OCC(F)(F)F 3,5-Diamino-6-[2,5-bis(2,2,2-trifluoroethoxy)phenyl]-1,2,4-triazine